CN(C)CCCNC(CCCCCCC\C=C/CCCCCCCC)=O oleic acid dimethylaminopropylamide